6-Methoxy-N-(3-fluoro-4-(trifluoromethyl)phenyl)-2-(trifluoromethyl)-1H-imidazo[4,5-b]pyrazin-5-amin COC1=C(N=C2C(=N1)NC(=N2)C(F)(F)F)NC2=CC(=C(C=C2)C(F)(F)F)F